NC1=C(C=C2N=C(C(=NC2=C1)C)C)C(=O)N 7-amino-2,3-dimethylquinoxaline-6-carboxamide